BrC=1N=C2C(=C(C(N(C2=CC1)C)=O)C#N)N1CCN(CC1)C(C1=C(C=CC=C1)O)C1=CC=C(C=C1)F 6-bromo-4-{4-[(4-fluorophenyl)(2-hydroxyphenyl)methyl]piperazin-1-yl}-1-methyl-2-oxo-1,2-dihydro-1,5-naphthyridine-3-carbonitrile